(1R,2S,3R,5R)-3-[4-Amino-2-chloro-5-(1,3-thiazol-2-yl)pyrrolo[2,3-d]pyrimidin-7-yl]-5-(aminomethyl)cyclopentane-1,2-diol NC=1C2=C(N=C(N1)Cl)N(C=C2C=2SC=CN2)[C@H]2[C@@H]([C@@H]([C@H](C2)CN)O)O